C(N)(=O)C=1C=2N(C=C(C1)NC(=O)C1=CC=C(C3=CN(N=C13)C)N1CCC(CC1)N(C(OC(C)(C)C)=O)CC)C=C(N2)C tert-butyl N-[1-[7-[(8-carbamoyl-2-methyl-imidazo[1,2-a]pyridin-6-yl)carbamoyl]-2-methyl-indazol-4-yl]-4-piperidyl]-N-ethyl-carbamate